CCCCCCCCCC(C(=O)OC)N aminoundecanoic acid methyl ester